1-(5-bromoimidazo[1,2-a]pyridin-8-yl)-3-(3-(2-fluoropropan-2-yl)isoxazol-5-yl)urea BrC1=CC=C(C=2N1C=CN2)NC(=O)NC2=CC(=NO2)C(C)(C)F